C(C)(C)(C)OC(=O)N(C=1C=CC(=C(C(=O)OC)C1)[N+](=O)[O-])C methyl 5-((tert-butoxycarbonyl) (methyl) amino)-2-nitrobenzoate